C(C)(=O)OC(C(=O)O)(C)C1=CC=CC=C1 Acetoxyphenylpropionic acid